CC1OC2(OC1)CC(CC2)C(=O)OC[C@@H]2[C@H](C[C@@H](O2)N2C(=O)N=C(N)N=C2)O 5-aza-2'-deoxycytidine methyl-1,4-dioxaspiro[4.4]nonane-7-carboxylate